ClC(Cl)(Cl)C1=NC2=NC3=C(N2C=C1)C=CC=C3 (trichloromethyl)pyrimido[1,2-a]benzimidazole